5-Fluoro-4-(8-fluoro-2-methylquinolin-6-yl)-N-(5-(piperazin-1-yl)pyridin-2-yl)pyrimidin-2-amine hydrochloride Cl.FC=1C(=NC(=NC1)NC1=NC=C(C=C1)N1CCNCC1)C=1C=C2C=CC(=NC2=C(C1)F)C